2,2-dimethyl-3-(Boc-amino)-1-propanol CC(CO)(CNC(=O)OC(C)(C)C)C